oleic acid-2-ethylhexyl ester C(C)C(COC(CCCCCCC\C=C/CCCCCCCC)=O)CCCC